4,7-dipropyl-deca-5-yne-4,7-diol C(CC)C(CCC)(C#CC(CCC)(O)CCC)O